3-hydroxy-1,13-tridecanedioic acid OC(CC(=O)O)CCCCCCCCCC(=O)O